[Na].OC1=C(C=C(CNC(C2=C(C=C(C=C2)O)O)=O)C=C1)OC 2,4-dihydroxybenzoic acid-N-(4-hydroxy-3-methoxybenzyl) amide monosodium salt